N,N',N''-tris(dimethylaminopropyl)hexahydro-s-triazine CN(C)CCCN1CN(CN(C1)CCCN(C)C)CCCN(C)C